3-azabicyclo[3.2.1]octan-8-yl-6,7-dihydro-5H-pyrrolo[1,2-b][1,2,4]triazol-2-amine C12CNCC(CC1)C2C2CCC=1N2N=C(N1)N